(2S)-2-(tert-butoxycarbonyl-amino)-3,4-dimethyl-pentanoic acid C(C)(C)(C)OC(=O)N[C@H](C(=O)O)C(C(C)C)C